BrCC1=CC(=C(C=C1)S(=O)(=O)N(CC1=CC=C(C=C1)OC)CC1=CC=C(C=C1)OC)Cl 4-(bromomethyl)-2-chloro-N,N-bis[(4-methoxyphenyl)methyl]benzenesulfonamide